FC(N1N=CC(=C1)[S@@](=O)(N)=NC(NC1=C2C(=NC(=C1C)C(F)(F)F)CCC2)=O)F (R)-1-(Difluoromethyl)-N'-((3-methyl-2-(trifluoromethyl)-6,7-dihydro-5H-cyclopenta[b]pyridin-4-yl)carbamoyl)-1H-pyrazole-4-sulfonimidamide